NC1=NC=NN2C1=C(C=C2C=2C=C(C(=NC2)OC)C(=O)N[C@@H]2CN(C[C@@H]2F)C2CCCC1=CC=CC=C21)C(F)(F)F 5-[4-amino-5-(trifluoromethyl)-pyrrolo[2,1-f][1,2,4]triazin-7-yl]-N-[(3R,4S)-4-fluoro-1-(1,2,3,4-tetrahydro-naphthalen-1-yl)pyrrolidin-3-yl]-2-methoxypyridine-3-carboxamide